FC(C(C1=CC=CC2=CC=CC=C12)C=1C(=C(C(=O)N)C=CC1)C)F (2,2-difluoro-1-(naphthalen-1-yl)ethyl)-2-methylbenzamide